BrC=1C=C(C=CC1)S(=O)(=O)N[Si](C)(C)C(C)(C)C 3-bromo-N-(tert-butyldimethylsilyl)benzenesulfonamide